FC1=C(N=CC2=C1N=C(N=C2N2CCOCC(C2)C(=O)N)OCC21CCCN1CCC2)C2=CC=CC1=CC=CC(=C21)F 4-(8-fluoro-7-(8-fluoronaphthalen-1-yl)-2-((hexahydro-1H-pyrrolizin-7a-yl)methoxy)pyrido[4,3-d]pyrimidin-4-yl)-1,4-oxazepane-6-carboxamide